ClC1=CC(=C(C=C1)C1=CC(=NC2=NC(=C(N=C21)C)C)[C@@H]2C[C@H](O[C@H](C2)C=2C=NN(C2)C)C)F 8-(4-chloro-2-fluorophenyl)-2,3-dimethyl-6-((2R,4R,6R)-2-methyl-6-(1-methyl-1H-pyrazol-4-yl)tetrahydro-2H-pyran-4-yl)pyrido[2,3-b]pyrazine